2-(4-chloro-2-methoxyphenyl)-1-(5-(trifluoromethoxy)-1H-indol-3-yl)ethanone ClC1=CC(=C(C=C1)CC(=O)C1=CNC2=CC=C(C=C12)OC(F)(F)F)OC